C(C1=CC=CC=C1)O[C@@H]1[C@H](O[C@@H]([C@H]([C@H]1OCC1=CC=CC=C1)OCC1=CC=CC=C1)OC1=CC=CC=C1)C1C(C1)P(=O)(OCC)OCC (2R,3R,4S,5S,6R)-3,4,5-tribenzyloxy-2-(2-diethoxyphosphorylcyclopropyl)-6-phenoxy-tetrahydropyran